4-amino-1-[4-[4-[6-chloro-4-(trifluoromethyl)-2-pyridinyl]piperazin-1-yl]sulfonylphenyl]-3,3-dimethyl-pyrrolidin-2-one NC1C(C(N(C1)C1=CC=C(C=C1)S(=O)(=O)N1CCN(CC1)C1=NC(=CC(=C1)C(F)(F)F)Cl)=O)(C)C